BrC1=CC2=C(N=CN=C2O)C(=N1)OC 6-bromo-8-methoxy-pyrido[3,4-d]pyrimidin-4-ol